ClC1=C(C=C(C=C1)C1=CC=NC(N1C(C)C=1C=NC=C(C1)C=1C=NN(C1)CC)C)F 6-(4-chloro-3-fluorophenyl)-N-{1-[5-(1-ethyl-1H-pyrazol-4-yl)pyridin-3-yl]ethyl}-2-methylpyrimidin